FC(CN1CC(C1)C=1N=C2N(C=C(C(=C2)OCC)C(=O)NC2=NC(=CC=C2)C(F)F)C1)F 2-[1-(2,2-difluoroethyl)azetidin-3-yl]-N-[6-(difluoromethyl)-2-pyridyl]-7-ethoxy-imidazo[1,2-a]pyridine-6-carboxamide